C[C@@H]1N([C@@H](CNC1)C)C1=NC=CC(=N1)C1=CC=CC=C1 2-(cis-2,6-dimethylpiperazin-1-yl)-4-phenylpyrimidine